2-chloro-1-(5-fluoropyridin-3-yl)ethan-1-one tert-butyl-N-(3-iodo-6,7-dihydro-5H-thieno[3,2-b]pyran-6-yl)-N-methyl-carbamate C(C)(C)(C)OC(N(C)C1CC2=C(OC1)C(=CS2)I)=O.ClCC(=O)C=2C=NC=C(C2)F